FC1=C(C=CC=C1)C#CC=1C(=CC2=C(NC(=N2)C2=CC=C(C(=O)NO)C=C2)C1)N1CCOCC1 4-(6-((2-fluorophenyl)ethynyl)-5-morpholinyl-1H-benzoimidazol-2-yl)-N-hydroxybenzoamide